tert-butyl 4-methyl-4-[[4-(methylamino)-2-methylsulfanyl-pyrimidin-5-yl]methylamino]piperidine-1-carboxylate CC1(CCN(CC1)C(=O)OC(C)(C)C)NCC=1C(=NC(=NC1)SC)NC